C(C)(C)(C)C1=CC=C(C=C1)C1=CC(=NC(=C1)[2H])Cl 4-(4-(tert-butyl)phenyl)-2-chloropyridine-6-d